BrC=1C=CC(=NC1)C(C(F)(F)F)NCCNC N1-(1-(5-Bromopyridin-2-yl)-2,2,2-trifluoroethyl)-N2-methylethane-1,2-diamine